1-(2,4-dimethoxyphenyl)propan-2-amine COC1=C(C=CC(=C1)OC)CC(C)N